N=1NCC=C(C1)C(=O)N 3H-pyridazine-5-carboxamide